benzylimidazopyridine C(C1=CC=CC=C1)C1=NC2=C(C=CC=N2)N1